N,N-diethyl-meta-methylaniline C(C)N(C1=CC(=CC=C1)C)CC